O=C1P2C(CC(C1)CC2=O)=O 2,6,7-Trioxo-1-phosphabicyclo[2.2.2]octane